CN(C)C1=CC=NC=C1.[K] potassium 4-(N,N-dimethylamino)-pyridin